2,2'-[(1-methylethylene)bis(thio)]bis(ethanol) CC(CSCCO)SCCO